O=C(C(C)N1CCC(CC1)N1C(NC2=C1C=CC=C2)=O)C2=CC=CC=C2 1-(1-(1-oxo-1-phenylprop-2-yl)piperidin-4-yl)-1,3-dihydro-2H-benzo[d]imidazol-2-one